1-cyano-1-phenyl-2-methyl-7-methoxy-1,2,3,4-tetrahydroisoquinoline C(#N)C1(N(CCC2=CC=C(C=C12)OC)C)C1=CC=CC=C1